(E)-7-(2-(3-Methoxy-3-oxoprop-1-en-1-yl)phenyl)-1,7-diazaspiro[4.4]nonan-1-ium chloride [Cl-].COC(/C=C/C1=C(C=CC=C1)N1CC2(CCC[NH2+]2)CC1)=O